5-amino-3-(2-phenylquinolin-7-yl)-1-(3-(piperazin-1-yl)cyclobutyl)-1H-pyrazole-4-carboxamide NC1=C(C(=NN1C1CC(C1)N1CCNCC1)C1=CC=C2C=CC(=NC2=C1)C1=CC=CC=C1)C(=O)N